OC/C(=C/CCP(OCCC#N)(OCCC#N)=O)/C Bis(2-cyanoethyl) (E)-(5-hydroxy-4-methylpent-3-en-1-yl)phosphonate